nicotine 4-acetamidobenzoic acid salt C(C)(=O)NC1=CC=C(C(=O)O)C=C1.N1=CC=CC(=C1)C1N(C)CCC1